CN1N=CC(=C1)C=1N=C(C=2N(C1)N=CC2)NCC2CCN(CC2)S(=O)(=O)C=C 6-(1-methyl-1H-pyrazol-4-yl)-N-((1-(vinylsulfonyl)piperidin-4-yl)methyl)pyrazolo[1,5-a]pyrazin-4-amine